C(C)(C)(C)OC1=CC(=C(C=N1)CN1N=CC(=C1)CNC1=NC=2N([C@H](C(NC2C(=N1)C)=O)C)C)C (7S)-2-(((1-((6-(tert-butoxy)-4-methylpyridin-3-yl)methyl)-1H-pyrazol-4-yl)methyl)amino)-4,7,8-trimethyl-7,8-dihydropteridin-6(5H)-one